5-(cyclopropyl(hydroxy)methyl)-2-(4-ethoxyphenyl)thiazole-4-carboxylate C1(CC1)C(C1=C(N=C(S1)C1=CC=C(C=C1)OCC)C(=O)[O-])O